C(C)(C)N1N=C(C=C1C1[C@H]2CC(C[C@@H]12)N1CC2(CS(C2)(=O)=O)CC1)C1(CC1)C(F)(F)F 6-((1R,3r,5S,6r)-6-(1-isopropyl-3-(1-(trifluoromethyl)cyclopropyl)-1H-pyrazol-5-yl)bicyclo[3.1.0]hexan-3-yl)-2-thia-6-azaspiro[3.4]octane 2,2-dioxide